8-bromo-4-[[(1R)-1-[3-(difluoromethyl)-2-fluorophenyl]ethyl]amino]-6-[1-(fluoromethyl)cyclopropyl]-2-methyl-pyrido[4,3-d]pyrimidine-7-one BrC=1C(N(C=C2C1N=C(N=C2N[C@H](C)C2=C(C(=CC=C2)C(F)F)F)C)C2(CC2)CF)=O